2-(4-chlorobenzyl)-8-methyl-N-(1H-pyrazol-3-ylmethyl)-4,5-dihydro-2H-furo[2,3-g]indazole-7-carboxamide ClC1=CC=C(CN2N=C3C4=C(CCC3=C2)OC(=C4C)C(=O)NCC4=NNC=C4)C=C1